4-chlorobenzyl (4-(1-(3-ethyl-1-methyl-1H-pyrazole-5-carboxamido)ethyl)phenyl)carbamate C(C)C1=NN(C(=C1)C(=O)NC(C)C1=CC=C(C=C1)NC(OCC1=CC=C(C=C1)Cl)=O)C